cyclobutyl 3-bromo-5-cyclobutoxy-4-fluorobenzoate BrC=1C=C(C(=O)OC2CCC2)C=C(C1F)OC1CCC1